ClC1=C(OC=2N=CC(=NC2)N2CCC3([C@@H](C=4N(N=CC4)C3)N)CC2)C=CC=C1Cl (S)-1-(5-(2,3-dichlorophenoxy)pyrazin-2-yl)-4'H,6'H-spiro[piperidin-4,5'-pyrrolo[1,2-b]pyrazol]-4'-amine